C(C1=CC=CC=C1)OC1=NC(=CC=C1N1C(N(C2=C1C=CC(=C2)N2C[C@@H](N(CC2)C(=O)OC(C)(C)C)C)C)=O)OCC2=CC=CC=C2 tert-butyl (2S)-4-[1-(2,6-dibenzyloxy-3-pyridyl)-3-methyl-2-oxo-benzimidazol-5-yl]-2-methyl-piperazine-1-carboxylate